C(N)(=O)C=1C=NN2C1N=CC=C2C(=O)O 3-carbamoylpyrazolo[1,5-a]pyrimidine-7-carboxylic acid